perfluorophenyl 4,7,10,13-tetraoxahexadec-15-ynoate C(CCOCCOCCOCCOCC#C)(=O)OC1=C(C(=C(C(=C1F)F)F)F)F